calcium bisglutamate N[C@@H](CCC(=O)[O-])C(=O)[O-].N[C@@H](CCC(=O)[O-])C(=O)[O-].[Ca+2].[Ca+2]